BrC=1C2(C3=CC(=CC=C3C1)Cl)CCC(CC2)=O 2'-bromo-6'-chlorospiro[cyclohexane-1,1'-indene]-4-one